C(C1=CC=CC=C1)OC(=O)N(C)CC1=C(N=NC(=C1C)C1=C(C=C(C=C1)C(F)(F)F)OCOC)S[C@H]1CN(CCC1)C(=O)OC(C)(C)C tert-butyl (R)-3-((4-((((benzyloxy)carbonyl)(methyl)amino)methyl)-6-(2-(methoxymethoxy)-4-(trifluoromethyl)phenyl)-5-methylpyridazin-3-yl)thio)piperidine-1-carboxylate